5-[(4R,10bS)-8-(2,6-diazaspiro[3.3]heptan-2-yl)-4-methyl-3,4,6,10b-tetrahydro-1H-pyrazino[2,1-a]isoindol-2-yl]quinoline-8-carbonitrile C1N(CC12CNC2)C=2C=C1CN3[C@@H](C1=CC2)CN(C[C@H]3C)C3=C2C=CC=NC2=C(C=C3)C#N